FC(C1=CC=C(C=C1)S(=O)(=O)N1CCC=C1)(F)F 1-{[4-(trifluoromethyl)phenyl]sulfonyl}-2,3-dihydro-1H-pyrrole